2-(piperidin-4-yl)-3,4-dihydroisoquinolin-1(2H)-one N1CCC(CC1)N1C(C2=CC=CC=C2CC1)=O